C1(CCC1)C=1C(=CC2=C(N=C(N=C2)C)N1)C(=O)N(C)C 7-cyclobutyl-N,N,2-trimethylpyrido[2,3-d]pyrimidine-6-carboxamide